((2R,5S)-2-(((tert-Butyldimethylsilyl)oxy)methyl)-3,7-dioxabicyclo[4.1.0]Hept-5-yl)carbamic acid tert-butyl ester C(C)(C)(C)OC(N[C@H]1CO[C@@H](C2OC12)CO[Si](C)(C)C(C)(C)C)=O